(1S,2S)-2-fluoro-N-(7-{6-[(1R)-1-hydroxybutyl]-4-methylpyridin-3-yl}-2,6-naphthyridin-3-yl)cyclopropane-1-carboxamide F[C@@H]1[C@@H](C1)C(=O)NC=1N=CC2=CC(=NC=C2C1)C=1C=NC(=CC1C)[C@@H](CCC)O